(4-bromobenzoyl)oxygen BrC1=CC=C(C(=O)[O])C=C1